3-(benzylthio)pyridine C(C1=CC=CC=C1)SC=1C=NC=CC1